(E)-N-ethyl-2-(2-methoxyethoxy)-N-(7-((2-methoxyethyl)amino)-8-methyl-3H-phenoxazin-3-ylidene)ethan-1-aminium C(C)\[N+](\CCOCCOC)=C/1\C=CC2=NC3=CC(=C(C=C3OC2=C1)NCCOC)C